P(O)(=O)(OP(=O)(O)OP(=O)(O)O)OC[C@@H]1[C@H](C[C@@H](O1)N1C=C(C=2C(=O)NC(N)=NC12)NCC#C)O 7-Deaza-7-Propargylamino-2'-deoxyguanosine-5'-Triphosphate